COC1=CC=C(C=C1)C1=CC2=C(C=N1)NC(N2C2=CC(=C(C(=C2)OC)OC)OC)=O 6-(4-methoxyphenyl)-1-(3,4,5-trimethoxyphenyl)-1,3-dihydro-2H-imidazo[4,5-c]pyridin-2-one